1-(3-acetyl-6-chloro-2-pyridinyl)pyrazole-3-carbonitrile C(C)(=O)C=1C(=NC(=CC1)Cl)N1N=C(C=C1)C#N